N,N-dibutylaminoacetic acid-1-decyl ester C(CCCCCCCCC)OC(CN(CCCC)CCCC)=O